tert-butyl ((S)-1-((R)-1-phenylethyl)pyrrolidin-3-yl)carbamate C1(=CC=CC=C1)[C@@H](C)N1C[C@H](CC1)NC(OC(C)(C)C)=O